3-(7-Methyl-3-oxo-1,3-dihydroisobenzofuran-1-yl)propanoic acid CC=1C=CC=C2C(OC(C12)CCC(=O)O)=O